methyl 5,6-dimethyl-4'-(trifluoromethyl)[1,1'-biphenyl]-2-carboxylate CC1=CC=C(C(=C1C)C1=CC=C(C=C1)C(F)(F)F)C(=O)OC